(R)-(2-Fluorophenyl)(4-(2-(pyridin-3-yl)ethyl)-7-azabicyclo[2.2.1]heptan-1-yl)methanol dihydrochloride Cl.Cl.FC1=C(C=CC=C1)[C@@H](O)C12CCC(CC1)(N2)CCC=2C=NC=CC2